3-bromo-6-chlorofuro[3,4-C]pyridin-1(3H)-one BrC1OC(C2=C1C=NC(=C2)Cl)=O